ClC1=CC=C(S1)CNC1=C(C(=NN1)C1CCN(CC1)C(=O)OCC=C)C prop-2-en-1-yl 4-(5-[(5-chlorothiophen-2-yl)methyl]amino-4-methyl-1H-pyrazol-3-yl)piperidine-1-carboxylate